acryloxy-2-methylpropanoic acid C(C=C)(=O)OC(C(=O)O)(C)C